2,6-Dimethyltriacontane CC(C)CCCC(CCCCCCCCCCCCCCCCCCCCCCCC)C